5-(((1r,4r)-4-acetamidocyclohexyl)(methyl)amino)-N-((4,6-dimethyl-2-oxo-1,2-dihydropyridin-3-yl)methyl)-4'-((dimethylamino)methyl)-4-methyl-[1,1'-biphenyl]-3-carboxamide C(C)(=O)NC1CCC(CC1)N(C=1C(=C(C=C(C1)C1=CC=C(C=C1)CN(C)C)C(=O)NCC=1C(NC(=CC1C)C)=O)C)C